ClC1=NC=CC2=C1N=C(N=C2N2CCC1(CCNC1)CC2)C=2C=NNC2C 8-chloro-2-(5-methyl-1H-pyrazol-4-yl)-4-(2,8-diazaspiro[4.5]decan-8-yl)pyrido[3,4-d]pyrimidine